2-(trimethylsilyl)-1,2,3-triazole C[Si](N1N=CC=N1)(C)C